5-p-methyl-benzoyl-1-methyl-1H-pyrrole CC1=CC=C(C(=O)C2=CC=CN2C)C=C1